6-(3-isopropyl-5-((1-methylpiperidin-4-yl)methoxy)-1H-indol-2-yl)-7,8-dimethyl-[1,2,4]triazolo[4,3-a]pyridine C(C)(C)C1=C(NC2=CC=C(C=C12)OCC1CCN(CC1)C)C=1C(=C(C=2N(C1)C=NN2)C)C